NCC(CCC(=O)[O-])=O Delta-amino-gamma-ketovalerate